FC(C1CCC(CC1)C(=O)N1C[C@@H](C([C@@H](C1)OCC1=CC=CC=C1)OCC1=CC=CC=C1)OCC1=CC=CC=C1)(F)F ((1s,4S)-4-(trifluoromethyl)cyclohexyl)((3S,4R,5R)-3,4,5-tris(benzyloxy)piperidin-1-yl)methanone